CN(C(=O)C1=CC=C(C=C1)C=1C=C(C(=O)O)C=CC1F)C 3-[4-(N,N-Dimethylamino-carbonyl)phenyl]-4-fluorobenzoic acid